N1N=NC=C1CCC1(CCC2=C(SC(=C2C(=O)N)N)C1=O)C1=CC=CC=C1 6-(2-(1H-1,2,3-Triazol-5-yl)ethyl)-2-amino-7-oxo-6-phenyl-4,5,6,7-tetrahydrobenzo[b]thiophene-3-carboxamide